9-bromo-10-(2-naphthyl)anthracene-d8 BrC=1C2=C(C(=C(C(=C2C(=C2C(=C(C(=C(C12)[2H])[2H])[2H])[2H])C1=CC2=CC=CC=C2C=C1)[2H])[2H])[2H])[2H]